(3S)-3-(9-fluorenyl)methoxycarbonylamino-4-isopropoxybutyric acid C1=CC=CC=2C3=CC=CC=C3C(C12)COC(=O)N[C@@H](CC(=O)O)COC(C)C